ON(C(=O)NC1=CC=CC=C1)C 1-hydroxy-1-methyl-3-phenylurea